CN1N=CC(=C1)C=1C=CC=2N(C1)N=CC2N2CCN(CC2)C(=O)OC(C)C2=CC=C(C=C2)CO 1-(4-(hydroxymethyl)phenyl)ethyl 4-(6-(1-methyl-1H-pyrazol-4-yl)pyrazolo[1,5-a]pyridin-3-yl)piperazine-1-carboxylate